(2S)-4-(tert-butoxycarbonyl)-1,4-oxazocane-2-carboxylic acid C(C)(C)(C)OC(=O)N1C[C@H](OCCCC1)C(=O)O